C(C)(C)(C)[S@@](=O)N[C@@H](CCC[C@H](C(=O)OCC1=CC=CC=C1)C)C1=NC=CC(=C1)Cl benzyl (2R,6S)-6-(((R)-tert-butylsulfinyl) amino)-6-(4-chloropyridin-2-yl)-2-methylhexanoate